FC(S(=O)(=O)OC=1C=CC=C2C(=CC=NC12)CC(=O)OC)(F)F methyl 2-[8-(trifluoromethanesulfonyloxy)quinolin-4-yl]acetate